O1CCOC12CCC(CC2)SCC2=NC1=CC(=CC=C1C(N2COCC[Si](C)(C)C)=O)NC2=CC=CC=C2 2-((1,4-dioxaspiro[4.5]decan-8-ylthio)methyl)-7-(phenylamino)-3-((2-(trimethylsilyl)ethoxy)methyl)quinazolin-4(3H)-one